tri(2,3-dibromopropyl) borate B(OCC(CBr)Br)(OCC(CBr)Br)OCC(CBr)Br